1-tert-butyl 4-ethyl 2,3,6,7-tetrahydro-1H-azepine-1,4-dicarboxylate N1(CCC(=CCC1)C(=O)OCC)C(=O)OC(C)(C)C